CC1=NC(=CC=C1C1=C(C=CC=C1)C1=C(C(=NC(=C1N1C2=CC=CC=C2C=2C=C(C=CC12)C)N1C2=CC=CC=C2C=2C=C(C=CC12)C)N1C2=CC=CC=C2C=2C=C(C=CC12)C)N1C2=CC=CC=C2C=2C=C(C=CC12)C)C 9,9',9'',9'''-(4-(2-(2,6-dimethylpyridin-3-yl)phenyl)pyridine-2,3,5,6-tetrayl)tetrakis(3-methyl-9H-carbazole)